ClC=1C=CC=2N=CN=C(C2N1)NC1=C(C(=C(C=C1)OC=1C=CC2=CN(N=C2C1)C)Cl)F 6-chloro-N-(3-chloro-2-fluoro-4-((2-methyl-2H-indazol-6-yl)oxy)phenyl)pyrido[3,2-d]pyrimidin-4-amine